(4-(2-(t-Butyldimethylsilanyloxy)ethyl)-5-(difluoromethyl)-4H-1,2,4-triazol-3-yl)methanol [Si](C)(C)(C(C)(C)C)OCCN1C(=NN=C1C(F)F)CO